CSC=1N=C(C=2N=CN([C@H]3[C@H](O)[C@H](O)[C@@H](CO)O3)C2N1)NC(CC(=C)C)O 2-Methylthio-N6-(cis-hydroxy-isopentenyl)adenosin